1-phenyl-1-(tetrahydro-2H-pyran-4-yl)ethan-1-ol C1(=CC=CC=C1)C(C)(O)C1CCOCC1